(1,1-dimethyl-2-propynyl) (2-propenyl)ethylphosphonate C(C=C)CCP(OC(C#C)(C)C)([O-])=O